1-[2-(dimethylamino)ethyl]-N-[1-(fluoromethyl)cyclopropyl]-3-(3-methyl-1,2,4-thiadiazol-5-yl)-2-oxo-benzimidazole-5-sulfonamide CN(CCN1C(N(C2=C1C=CC(=C2)S(=O)(=O)NC2(CC2)CF)C2=NC(=NS2)C)=O)C